C(C)(C)(C)OC(=O)N[C@H](C(=O)OCC)C(COC)(C)C ethyl (S)-2-((tert-butoxycarbonyl)amino)-4-methoxy-3,3-dimethylbutanoate